(S)-2-(4-(6-((4-cyanophenyl)oxy)-5-fluoropyridin-2-yl)-2-fluorobenzyl)-1-(oxetan-2-ylmethyl)-1H-thieno[2,3-d]imidazole-5-carboxylic acid methyl ester COC(=O)C1=CC2=C(N=C(N2C[C@H]2OCC2)CC2=C(C=C(C=C2)C2=NC(=C(C=C2)F)OC2=CC=C(C=C2)C#N)F)S1